triethoxyethylene glycol C(C)OC(C(OCC)(OCC)O)O